FC(C(=O)[O-])(C(F)(F)F)OC(C(C(F)(F)F)(F)F)(F)F 2,3,3,3-tetrafluoro-2-(heptafluoropropoxy)propanoate